C(C)(C)(C)OC(=O)N1C=CC2=C(C(=CC(=C12)C)OC)O[C@@H]1[C@H](CN(CC1)CC(F)F)C1=CC=C(C=C1)C(=O)OC |r| (±)-rel-(3S,4S)-4-((1-(2,2-difluoroethyl)-3-(4-(methoxycarbonyl)phenyl)piperidin-4-yl)oxy)-5-methoxy-7-methyl-1H-indole-1-carboxylic acid tert-butyl ester